C(C)(C)(C1=CC=CC=C1)OOC(C)(C)C Tert.-butyl cumyl peroxide